4-[(4-bromophenyl)methyl]-1,4-oxaazepan-5-one BrC1=CC=C(C=C1)CN1CCOCCC1=O